3-{4-[(3-chloro-2-methylphenyl)sulfamoyl]phenyl}-1-(pyridin-3-ylmethyl)urea ClC=1C(=C(C=CC1)NS(=O)(=O)C1=CC=C(C=C1)NC(NCC=1C=NC=CC1)=O)C